FC(C1=NN(C=C1N1CC(=C2N1C=CC(=N2)N2CC1(COC1)C2)C(=O)N)C2CCC(CC2)CO)F 1-N-[3-(difluoromethyl)-1-[4-(hydroxymethyl)cyclohexyl]pyrazol-4-yl]-5-(2-oxa-6-azaspiro[3.3]heptan-6-yl)pyrazolo[1,5-a]pyrimidine-3-carboxamide